N-(2-Cyano-5-methylpyridin-3-yl)-2-((3-(2,6-dioxopiperidin-3-yl)-1-methyl-1H-indazol-7-yl)oxy)acetamide C(#N)C1=NC=C(C=C1NC(COC=1C=CC=C2C(=NN(C12)C)C1C(NC(CC1)=O)=O)=O)C